[C@H]12COC[C@H](CC(C1)OC=1C(=CC(=NC1)C)C=1C=CC=3N(C1)C=C(N3)NC(=O)C3CC3)N2 N-(6-(5-(((1R,5S,7s)-3-oxa-9-azabicyclo[3.3.1]nonan-7-yl)oxy)-2-methylpyridin-4-yl)imidazo[1,2-a]pyridin-2-yl)cyclopropanecarboxamide